bismuth nitrate, bromide salt [Br-].[N+](=O)([O-])[O-].[Bi+2]